2-amino-3-(1H-indol-3-yl)propionic acid NC(C(=O)O)CC1=CNC2=CC=CC=C12